ethyl-(pent-2-yl)amine C(C)NC(C)CCC